2-{6-[(3R)-3-(tert-butylamino)pyrrolidin-1-yl]pyridazin-3-yl}-4-fluoro-5-(6-methoxypyridazin-4-yl)phenol C(C)(C)(C)N[C@H]1CN(CC1)C1=CC=C(N=N1)C1=C(C=C(C(=C1)F)C1=CN=NC(=C1)OC)O